1,1-Dimethylethyl 1-(2-aminoethyl)-3,4-dihydro-2(1H)-isoquinolinecarboxylate NCCC1N(CCC2=CC=CC=C12)C(=O)OC(C)(C)C